C(C1=CC=CC=C1)OC(=O)N1CCN(CC1)C1CCNCC1 4-(piperidin-4-yl)piperazine-1-carboxylic acid benzyl ester